tert-butyl 4-amino-5-chloro-indazole-1-carboxylate NC1=C2C=NN(C2=CC=C1Cl)C(=O)OC(C)(C)C